4-methylenedioxy-benzoic acid C1OC2=CC=C(C(=O)O)C=C2O1